3-(2-amino-6-(1-((2,3-dihydropyrazolo[5,1-b]oxazol-6-yl)methyl)-1H-1,2,3-triazol-4-yl)pyrimidin-4-yl)-2-methylbenzonitrile NC1=NC(=CC(=N1)C=1C(=C(C#N)C=CC1)C)C=1N=NN(C1)CC1=NN2C(OCC2)=C1